3-phenyl-3-(4-morpholinophenyl)-6-methoxy-7-(3-hydroxymethylene-piperidin-1-yl)-13,13-dimethyl-3H,13H-indeno[2',3':3,4]naphtho-[1,2-b]pyran C1(=CC=CC=C1)C1(C=CC2=C(O1)C=1C=C(C(=CC1C1=C2C(C2=CC=CC=C21)(C)C)N2CC(CCC2)=CO)OC)C2=CC=C(C=C2)N2CCOCC2